Cl.Cl.Cl.ClC1=C(C=CC=C1)[C@]1([C@H](CCCC1)NCCCN1CCCC1)NC Cis-(1R,2S)-1-(2-chlorophenyl)-N1-methyl-N2-(3-(pyrrolidin-1-yl)propyl)-cyclohexane-1,2-diamine trihydrochloride